(3S)-1-[2-[[(E)-3-[4-(trifluoromethyl)phenyl]prop-2-enoyl]amino]acetyl]pyrrolidine FC(C1=CC=C(C=C1)/C=C/C(=O)NCC(=O)N1CCCC1)(F)F